4-[4-(2-Hydroxy-2,3-dihydro-1H-inden-5-yl)piperidin-1-yl]-1-methyl-2-oxo-1,2-dihydroquinoline-3-carbonitrile OC1CC2=CC=C(C=C2C1)C1CCN(CC1)C1=C(C(N(C2=CC=CC=C12)C)=O)C#N